N1N=C(C2=CC=CC=C12)C1CCN(CC1)C=1C=C2C(=NC1)N=C(O2)N2CCOCC2 6-(4-(1H-indazol-3-yl)piperidin-1-yl)-2-morpholinooxazolo[4,5-b]pyridine